C(C)(C)(C)OC(=O)N1CCN(CC1)C1=CC=C2C(=C1)N(CC21C(NC(CC1)=O)=O)C(=O)OC(C)(C)C tert-butyl 6-(4-(tertbutoxy carbonyl) piperazin-1-yl)-2',6'-dioxospiro[indoline-3,3'-piperidine]-1-carboxylate